S(=O)(=O)(O)CCCC([Si](C)(C(CC)[NH3+])O[Si](C(CC)[NH3+])(C)C(CCCS(=O)(=O)O)(CCCS(=O)(=O)O)CCCS(=O)(=O)O)(CCCS(=O)(=O)O)CCCS(=O)(=O)O tris(3-sulfopropyl)1-ammoniopropyldimethylsilyloxide